(3R)-piperidine-3-carboxamide N1C[C@@H](CCC1)C(=O)N